BrC1=CC2=C(C=C1)C1(C(NC(N1)=O)=O)CO2 6-bromospiro[2H-benzofuran-3,5'-imidazolidine]-2',4'-dione